azetidin-2-one hydrochloride Cl.N1C(CC1)=O